1-((1-(2-(4-fluorophenyl)-2-oxoethyl)piperidin-4-yl)methyl)-3-(6-(methoxymethyl)pyridin-3-yl)-1-methylurea FC1=CC=C(C=C1)C(CN1CCC(CC1)CN(C(=O)NC=1C=NC(=CC1)COC)C)=O